6-(7,8-dihydro-5H-1,6-naphthyridin-6-yl)-5-methyl-N-(tetrahydropyran-2-ylmethyl)pyridine-3-carboxamide N1=CC=CC=2CN(CCC12)C1=C(C=C(C=N1)C(=O)NCC1OCCCC1)C